5-Bromo-3-cyclobutyl-6-fluorobenzo[b]thiophene BrC1=CC2=C(SC=C2C2CCC2)C=C1F